6-(4,4,5,5-tetramethyl-1,3,2-dioxaborolan-2-yl)benzo[c]isothiazole CC1(OB(OC1(C)C)C=1C=CC=2C(=NSC2)C1)C